[Br-].OC1[C@H](O)[C@@H](O)[C@@H](O)[C@H](O1)CO D-galactopyranose bromide